CN1CC(NCC1)C1=CC=CC=C1 1-Methyl-3-phenylpiperazine